FN1C(=CC2=CC=CC(=C12)C)C(=O)N fluoro-7-methyl-1H-indole-2-carboxamide